ClC1=CN=C2C(=N1)N(N=C2)C2CCC(CC2)O (1r,4r)-4-(6-chloro-1H-pyrazolo[3,4-b]pyrazin-1-yl)cyclohexan-1-ol